O=C1NC2=CC=CC=C2C12CNC(C2)C(=O)N 2-oxospiro[indole-3,3'-pyrrolidine]-5'-carboxamide